C(C)OC(=O)C1=C(C=2C(=NC(=CN2)C2=CC=CC=C2)S1)N 7-amino-3-phenylthieno[2,3-b]pyrazine-6-carboxylic acid ethyl ester